Ethyl (2E)-3-(4-chloro-1-methyl-1H-benzotriazol-5-yl)prop-2-enoate ClC1=C(C=CC=2N(N=NC21)C)/C=C/C(=O)OCC